N1C=NC2=C1C=CC(=C2)N2C(NCC2C2=CC=C(C=C2)OCCCCC)=O 1-(1H-benzo[d]imidazol-5-yl)-5-(4-(pentyloxy)phenyl)imidazolidin-2-one